2-[5-chloro-3-(4-piperidinyl)indol-1-yl]ethanol ClC=1C=C2C(=CN(C2=CC1)CCO)C1CCNCC1